3-{2-[2-(3-aminopropoxy)ethoxy]ethoxy}propan-1-amine NCCCOCCOCCOCCCN